BrC1=CN=C2N1C=C(C=C2)C2CCN(CC2)C 3-bromo-6-(1-methylpiperidin-4-yl)imidazo[1,2-a]pyridine